undecanediol chloroacetate ClCC(=O)OC(CCCCCCCCCC)O